ClC1=C(C=CC=C1)N/C(=N/C(=O)OCC)/SCC(C(=O)OC)=O Methyl (Z)-3-((N-(2-chlorophenyl)-N'-(ethoxycarbonyl)carbamimidoyl)thio)-2-oxopropanoate